2-amino-N-[[4-[[2-[4-[4-[(4R)-4-amino-2-oxo-pyrrolidin-1-yl]phenyl]sulfonylpiperazin-1-yl]-6-chloro-4-pyridyl]-difluoro-methyl]cyclohexyl]methyl]acetamide NCC(=O)NCC1CCC(CC1)C(F)(F)C1=CC(=NC(=C1)Cl)N1CCN(CC1)S(=O)(=O)C1=CC=C(C=C1)N1C(C[C@H](C1)N)=O